13-(Acryloyloxy)-tridecyl methacrylat C(C(=C)C)(=O)OCCCCCCCCCCCCCOC(C=C)=O